2-(1-(5-chloropyridin-3-yl)ethyl)-8-(1-(2,2-difluoroethyl)-1H-pyrazolo[3,4-b]pyrazin-6-yl)-2,8-diazaspiro[4.5]decan-3-one ClC=1C=C(C=NC1)C(C)N1CC2(CC1=O)CCN(CC2)C2=CN=C1C(=N2)N(N=C1)CC(F)F